(4-aminophenyl)-5-aminobenzimidazoleAt NC1=CC=C(C=C1)OC(=O)C=1NC2=C(N1)C=CC(=C2)N